4-methyl-3-[4-[5-(4-methylpiperazin-1-yl)-3-pyridinyl]pyrazol-1-yl]-N-[4-(trifluoromethyl)-2-pyridinyl]benzamide CC1=C(C=C(C(=O)NC2=NC=CC(=C2)C(F)(F)F)C=C1)N1N=CC(=C1)C=1C=NC=C(C1)N1CCN(CC1)C